2,5-bis(4-hydroxy-2-methylphenyl)-3-chloroselenophene OC1=CC(=C(C=C1)C=1[Se]C(=CC1Cl)C1=C(C=C(C=C1)O)C)C